C1=CN(C(=O)N=C1N)[C@H]2[C@@H]([C@@H]([C@H](O2)CO)O)O The molecule is a pyrimidine nucleoside in which cytosine is attached to ribofuranose via a beta-N(1)-glycosidic bond. It has a role as a human metabolite, a Saccharomyces cerevisiae metabolite, an Escherichia coli metabolite and a mouse metabolite. It derives from a cytosine.